N1CCC(CC1)S(=O)(=O)N1CCC(CC1)NC1=NC=C(C(=N1)C=1C=NN(C1)CC(F)(F)F)C(F)(F)F N-(1-(piperidin-4-ylsulfonyl)piperidin-4-yl)-4-(1-(2,2,2-trifluoroethyl)-1H-pyrazol-4-yl)-5-(trifluoromethyl)pyrimidin-2-amine